tert-butyl 8-((3-methyl-4-oxo-8-(4-(trifluoromethyl)phenyl)-3,4-dihydropyrido[4,3-d]pyrimidin-5-yl)amino)-4-oxo-5-azaspiro[2.5]octane-5-carboxylate CN1C=NC2=C(C1=O)C(=NC=C2C2=CC=C(C=C2)C(F)(F)F)NC2CCN(C(C21CC1)=O)C(=O)OC(C)(C)C